FC1=CC(=C(C=C1)C1=CC(=C(C=C1)OC)NC1=NC=NC2=CC(=C(C=C12)OC1CN(C1)C(C=C)=O)OC)C 1-(3-((4-((4'-fluoro-4-methoxy-2'-methyl-[1,1'-biphenyl]-3-yl)amino)-7-methoxy-quinazolin-6-yl)oxy)azetidin-1-yl)prop-2-en-1-one